(5R,8S)-N-(3-chloro-4-(trifluoromethyl)phenyl)-2-hydroxy-9-(hydroxyimino)-6,7,8,9-tetrahydro-5H-5,8-epiminocyclohepta[d]pyrimidine-10-carboxamide ClC=1C=C(C=CC1C(F)(F)F)NC(=O)N1[C@@H]2CC[C@H]1C(C=1N=C(N=CC12)O)=NO